BrC1=CC=C2N=C(C=3N(C2=C1)C(=CC3C)C)C3=C(C=CC1=CC=CC=C31)P(C3=CC(=CC(=C3)C)C)(C3=CC(=CC(=C3)C)C)=O (R)-(1-(8-bromo-1,3-dimethylpyrrolo[1,2-a]quinoxalin-4-yl)naphthalen-2-yl)bis(3,5-dimethylphenyl)phosphine oxide